2-[tert-Butoxycarbonyl-[1-[5-[3-[3-[[ethyl(methyl)sulfamoyl]amino]-2,6-difluoro-benzoyl]-1H-pyrrolo[2,3-b]pyridin-5-yl]pyrimidin-2-yl]-4-piperidyl]amino]acetic acid C(C)(C)(C)OC(=O)N(CC(=O)O)C1CCN(CC1)C1=NC=C(C=N1)C=1C=C2C(=NC1)NC=C2C(C2=C(C(=CC=C2F)NS(N(C)CC)(=O)=O)F)=O